(S)-2-((3-cyano-2-((S)-4-(difluoromethyl)-2-carbonyloxazolidin-3-yl)-5,6-dihydrobenzo[f]imidazo[1,2-d][1,4]oxazepin-9-yl)amino)propionamide C(#N)C1=C(N=C2N1CCOC1=C2C=CC(=C1)N[C@H](C(=O)N)C)N1C(OC[C@H]1C(F)F)=C=O